NC=1C=2N(C(=C(N1)C=1C=C(C#N)C=CC1)Br)N=C(N2)CC2=C(C=CC=C2F)Cl 3-(8-amino-5-bromo-2-(2-chloro-6-fluorobenzyl)-[1,2,4]triazolo[1,5-a]pyrazin-6-yl)benzonitrile